C(CCCCCCCCC#C)(=O)OC(C)(C)C tert-butyl undec-10-ynoate